7-amino-N-(2-{3-amino-4-[(1-methoxypropan-2-yl)oxy]pyrrolidin-1-yl}-3-fluoro-5,6,7,8-tetrahydroquinolin-6-yl)-3-methylthieno[2,3-b]pyrazine-6-carboxamide NC1=C(SC2=NC(=CN=C21)C)C(=O)NC2CC=1C=C(C(=NC1CC2)N2CC(C(C2)OC(COC)C)N)F